tert-butyl (R)-3-((5-bromopyridin-2-yl) carbamoyl)-3-fluoropiperidine-1-carboxylate BrC=1C=CC(=NC1)NC(=O)[C@@]1(CN(CCC1)C(=O)OC(C)(C)C)F